(R)-3-(2-ethoxyethoxy)-2-ethyl-7-isopropyl-11-oxo-6,7-dihydro-11H-benzo[f]pyrido[1,2-d][1,4]oxazepine-10-carboxylic acid C(C)OCCOC1=CC2=C(C=3N([C@@H](CO2)C(C)C)C=C(C(C3)=O)C(=O)O)C=C1CC